OC1CCC(CC1)OC(C[C@H]1C=2N(C3=C(C(=N1)C1=CC=C(C(=O)O)C=C1)C(=C(S3)C)C)C(=NN2)C)=O 4-((S)-(2-(((1r,4S)-4-hydroxycyclohexyl)oxy)-2-oxoethyl)-2,3,9-trimethyl-6H-thieno[3,2-f][1,2,4]triazolo[4,3-a][1,4]diazepinyl)benzoic acid